O=C1N(C(C2=CC=CC=C12)=O)[C@H](CS(=O)(=O)O)C(C)C (S)-2-(1,3-dioxoisoindolin-2-yl)-3-methylbutane-1-sulfonic acid